N-((S)-2-(((S)-1-amino-1-oxo-3-((S)-2-oxopyrrolidin-3-yl)propan-2-yl)amino)-1-((S)-2,3-dihydrobenzofuran-2-yl)-2-oxoethyl)-4-methoxy-1H-indole-2-carboxamide NC([C@H](C[C@H]1C(NCC1)=O)NC([C@H]([C@H]1OC2=C(C1)C=CC=C2)NC(=O)C=2NC1=CC=CC(=C1C2)OC)=O)=O